2-((3,3-difluoroazetidin-1-yl)methyl)-N-(4-methoxybenzyl)-7-(1-(tetrahydro-2H-pyran-2-yl)-1H-pyrazol-5-yl)pyrrolo[1,2-a]quinoxalin-4-amine FC1(CN(C1)CC=1C=C2N(C3=CC=C(C=C3N=C2NCC2=CC=C(C=C2)OC)C2=CC=NN2C2OCCCC2)C1)F